COCCC1=C(C(=C2N1CCNC2=O)NC2=CC=CC=C2)C2=CC=NC=C2 6-(2-methoxyethyl)-8-(phenylamino)-7-(pyridin-4-yl)-3,4-dihydropyrrolo[1,2-a]pyrazin-1(2H)-one